(R)-N-(5-(5-ethyl-1,2,4-oxadiazol-3-yl)-2,3-dihydro-1H-inden-1-yl)-1,2-dimethyl-1H-imidazole-5-carboxamide C(C)C1=NC(=NO1)C=1C=C2CC[C@H](C2=CC1)NC(=O)C1=CN=C(N1C)C